CC1=CC=CC(=N1)C1=NN2C(CN(CC2)C(=O)OC(C)(C)C)=C1 tert-butyl 2-(6-methylpyridin-2-yl)-6,7-dihydropyrazolo[1,5-a]pyrazine-5(4H)-carboxylate